BrC=1C=C(OCC=2C=C(C=CC2OC)/C=C/C(=O)C2=C(C=C(C=C2)O)O)C=CC1 (E)-3-[3-[(3-Bromophenoxy)methyl]-4-methoxyphenyl]-1-(2,4-dihydroxyphenyl)prop-2-en-1-one